tertbutyl methyl((7-morpholino-5-(3-(m-tolyl)-1H-pyrazol-1-yl)-3H-imidazo[4,5-b]pyridin-2-yl)methyl)carbamate CN(C(OC(C)(C)C)=O)CC1=NC=2C(=NC(=CC2N2CCOCC2)N2N=C(C=C2)C=2C=C(C=CC2)C)N1